O[C@@H]1C[C@H](N(C1)C([C@H](C(C)(C)C)NC(=O)[C@@H]1CC[C@H](CC1)C(=O)O)=O)C(NCC1=CC=C(C=C1)C1=C(N=CS1)C)=O 4-(((S)-1-((2S,4R)-4-hydroxy-2-((4-(4-methylthiazol-5-yl)benzyl)carbamoyl)pyrrolidin-1-yl)-3,3-dimethyl-1-oxobutan-2-yl)carbamoyl)-trans-cyclohexane-1-carboxylic acid